[C].[Cu].[Pd] palladium-copper carbon